C(C1=CC=CC=C1)(=O)NC1=NC(N(C=C1)[C@H]1C([C@@H]2OP(OC[C@H]2O1)(=O)OCC[C@H](C(=O)OC(C)C)C)(F)F)=O Isopropyl (2R)-4-(((4aR,6R,7aR)-6-(4-benzamido-2-oxopyrimidin-1(2H)-yl)-7,7-difluoro-2-oxidotetrahydro-4H-furo[3,2-d][1,3,2]dioxaphosphinin-2-yl)oxy)-2-methylbutanoate